2,5-dichloro-4-methyl-benzoic acid ClC1=C(C(=O)O)C=C(C(=C1)C)Cl